chlorophenyl-imidazole ClC=1N=C(NC1)C1=CC=CC=C1